6-(6-((1,1,1-trifluoro-3-methylbutan-2-yl)oxy)pyridin-3-yl)-[1,2,4]triazolo[4,3-a]pyrazine FC(C(C(C)C)OC1=CC=C(C=N1)C=1N=CC=2N(C1)C=NN2)(F)F